CC1N(CCNC1)C=1C=C(C=CC1)NC1=NC2=CC=CC=C2C=N1 N-(3-(methylpiperazin-1-yl)phenyl)quinazolin-2-amine